3-(2-prop-2-ynoxyethoxy)propanenitrile C(C#C)OCCOCCC#N